COC(\C=C/C(=O)NCCCCCC(=O)ON1C(CCC1=O)=O)=O 2,5-dioxopyrrolidin-1-yl (Z)-6-(4-methoxy-4-oxo-but-2-enamido)hexanoate